N-(5-(2-(((1r,4r)-4-aminocyclohexyl)amino)-8-ethylquinazolin-6-yl)-4-methylpyridin-2-yl)-2-chlorobenzenesulfonamide, formate salt C(=O)O.NC1CCC(CC1)NC1=NC2=C(C=C(C=C2C=N1)C=1C(=CC(=NC1)NS(=O)(=O)C1=C(C=CC=C1)Cl)C)CC